BrC=1C=C(N(N1)C1=NC=CC=C1Cl)C(=O)NC1=C(C=C(C=C1C(N)=O)Cl)Br 5-bromo-N-(2-bromo-6-carbamoyl-4-chloro-phenyl)-2-(3-chloro-2-pyridyl)pyrazole-3-carboxamide